ClC1=NC(=CC(=C1)C1(CC(C1)(F)F)C(O)C1=NN=CN1C)Cl (1-(2,6-dichloropyridin-4-yl)-3,3-difluorocyclobutyl)(4-methyl-4H-1,2,4-triazol-3-yl)methanol